C1(CCCCC1)C1CC(N(CC1)C1=CC(=NN1)C1=CC=NC=C1)=O 4-Cyclohexyl-1-(3-(pyridin-4-yl)-1H-pyrazol-5-yl)piperidin-2-one